potassium tetrahydroxybenzene acrylate C(C=C)(=O)[O-].OC1=C(C(=C(C=C1)O)O)O.[K+]